N-(5-chloro-4-(4-(difluoromethyl)indol-1-yl)pyrimidin-2-yl)-6-methoxy-2-methyl-1,2,3,4-tetrahydroisoquinolin-7-amine ClC=1C(=NC(=NC1)NC1=C(C=C2CCN(CC2=C1)C)OC)N1C=CC2=C(C=CC=C12)C(F)F